isotridecanoic acid amide C(CCCCCCCCCC(C)C)(=O)N